(R)-2-methyl-N-((1R,9R,10R,11R,12R,13S,14R,E)-12,13,14-trihydroxy-9-methyl-15-oxa-2-thiabicyclo[9.3.1]pentadec-7-en-10-yl)propane-2-sulfinamide CC(C)(C)[S@@](=O)N[C@@H]1[C@@H](/C=C/CCCCS[C@@H]2[C@@H]([C@H]([C@H]([C@@H]1O2)O)O)O)C